COC=1C=C2C(=NC(=NC2=CC1OC)C)NC(C)C=1SC(=CC1)C1=C(C=NC=C1)C 6,7-dimethoxy-2-methyl-N-{1-[5-(3-methyl-pyridin-4-yl)-thiophen-2-yl]-ethyl}quinazolin-4-amine